FC1=C(C=C(C=C1)NC(=O)C1=C(N(C(=C1C)C(C(=O)NC1CC(C1)O)=O)C)C)C N-(4-fluoro-3-methylphenyl)-5-(2-(((1r,3r)-3-hydroxycyclobutyl)amino)-2-oxoacetyl)-1,2,4-trimethyl-1H-pyrrole-3-carboxamide